C(#N)C=1C=C(C(=C(C(=O)OC)C1)C)F methyl 5-cyano-3-fluoro-2-methylbenzoate